4-Chloro-5'-(1H-indol-5-yl)-1',2'-dihydrospiro[cyclopentane-1,3'-pyrrolo[2,3-b]pyridin] ClC1CCC2(CNC3=NC=C(C=C32)C=3C=C2C=CNC2=CC3)C1